1'-(heptane-3,3-diylbis(sulfanediyl))bis(hex-5-en-3-one) CCC(CCCC)(SC=CCC(CC)=O)SC=CCC(CC)=O